CC1(N2CCOC3=C(SC(C(N1)=O)=C32)C3=CC=NC=C3)C 6,6-dimethyl-2-(pyridin-4-yl)-4,5,6,7-tetrahydro-8H-3-oxa-1-thia-5a,7-diazaacenaphthylen-8-one